OC(CN(CCCCCCCC(=O)OC(CCCCCCCC)CCCCCCCC)CCCCCC(OCCCCCCCCCCC)=O)CCCCNC(=O)C=1N(C2=CC=CC=C2C1)C heptadecan-9-yl 8-((2-hydroxy-6-(1-methyl-1H-indole-2-carboxamido)hexyl)(6-oxo-6-(undecyloxy)hexyl)Amino)octanoate